C(C1=CC=CC=C1)OC[C@H](C(=O)N[C@@H](CCCC1=CC=CC=C1)B(O)O)NC(=O)C1=NC=CN=C1 ((R)-1-((R)-3-(benzyloxy)-2-(pyrazine-2-carboxamido)propanamido)-4-phenyl-butyl)boronic acid